ClC1=C(C(N(C(N1CC#CC1=CC(=C(C=C1)NC(=O)C1CC1)CC)=O)C)=O)NC(CCC1=CC=C(C=C1)C)=O N-(4-(3-(6-chloro-3-methyl-2,4-dioxo-5-(3-(p-tolyl)propanamido)-3,4-dihydropyrimidin-1(2H)-yl)prop-1-yn-1-yl)-2-ethylphenyl)cyclopropanecarboxamide